N-(3-cyanophenyl)methanesulfonamide C(#N)C=1C=C(C=CC1)NS(=O)(=O)C